BrCC1CC(C1)(C(=O)OC(C)(C)C)C(=O)OC(C)(C)C di-tert-butyl 3-bromomethyl-cyclobutane-1,1-dicarboxylate